isobutyl 2-(isobutoxysulfonyl)-acetate C(C(C)C)OS(=O)(=O)CC(=O)OCC(C)C